C(C)(C)(C)OC(=O)N1[C@H](CC2(CC1)OCCC1=C2SC=C1)C.IC1=C(N)C=CC=C1C(F)(F)F 2-iodo-3-(trifluoromethyl)aniline tert-butyl-(2'S)-2'-methylspiro[4,5-dihydrothieno[2,3-c]pyran-7,4'-piperidine]-1'-carboxylate